(N-methyl-perfluorohexylsulfonamide) ethyl-acrylate C(C)OC(C=C)=O.CNS(=O)(=O)C(C(C(C(C(C(F)(F)F)(F)F)(F)F)(F)F)(F)F)(F)F